hydroxy-4-androstene-17-one OC[C@@]12C(CC[C@H]1[C@@H]1CCC3=CCCC[C@]3(C)[C@H]1CC2)=O